3-(3,3'-bipyridin-5-yl)-3-[4-(7H-pyrrolo[2,3-d]pyrimidin-4-yl)-1H-pyrazol-1-yl]propanenitrile trifluoroacetate FC(C(=O)O)(F)F.N1=CC(=CC(=C1)C(CC#N)N1N=CC(=C1)C=1C2=C(N=CN1)NC=C2)C=2C=NC=CC2